2-bromo-1-(2-chloropyrimidin-4-yl)ethan-1-one BrCC(=O)C1=NC(=NC=C1)Cl